Dimethyl 5-((tert-butoxy carbonyl)amino)-1,3-dimethyl-2-oxoindoline-3,6-dicarboxylate C(C)(C)(C)OC(=O)NC=1C=C2C(C(N(C2=CC1C(=O)OC)C)=O)(C(=O)OC)C